ClC1=C(C=CC(=C1)F)CN (2-chloro-4-fluorophenyl)methanamine